C(CCCCCCC)C(C(N(C(C#N)=O)C(=O)C(CCCCCCCC)(CCCCCCCC)CCCCCCCC)=O)(CCCCCCCC)CCCCCCCC hexaoctylnitrilotriacetamide